(3S,4S)-3-((R)-9-Fluoro-5H-imidazo[5,1-a]isoindol-5-yl)tetrahydro-2H-pyran-4-ol FC=1C=CC=C2[C@H](N3C(C12)=CN=C3)[C@H]3COCC[C@@H]3O